2-(fluoromethyl)Tetrahydrofuran-3,4-diylbis(2-methylpropionate) FCC1OCC(C1C(C(=O)[O-])(C)C)C(C(=O)[O-])(C)C